CN1C=CC2=C(C=CC=C12)N1N=CC(=C1C(F)(F)F)C(=O)NC1=CC(=NC=C1)C(F)(F)F 1-(1-methyl-1H-indol-4-yl)-5-(trifluoromethyl)-N-(2-(trifluoromethyl)pyridin-4-yl)-1H-pyrazole-4-carboxamide